Ethyl (R)-4-fluorobenzenesulfinate FC1=CC=C(C=C1)[S@](=O)OCC